Dimethyl (1r,3r,5r,7r)-adamantane-2,2-dicarboxylate C12C(C3CC(CC(C1)C3)C2)(C(=O)OC)C(=O)OC